(3S)-3-aminobutanoic acid N[C@H](CC(=O)O)C